S(SC(C(C)C)OCCC1=C(C(=O)[O-])C=CC=C1)C(C(C)C)OCCC1=C(C(=O)[O-])C=CC=C1 ((disulfanediylbis(2-methylpropane-1,1-diyl))bis(oxy))bis(ethane-2,1-diyl)dibenzoate